2-(4-(4-bromo-2,3-difluorophenyl)-3-methyl-1H-pyrazol-1-yl)ethan-1-ol BrC1=C(C(=C(C=C1)C=1C(=NN(C1)CCO)C)F)F